5-[4-amino-5-(trifluoromethyl)pyrrolo[2,1-f][1,2,4]triazin-7-yl]-N-[(3R,4S)-1-(2,2-difluorocyclopropanecarbonyl)-4-fluoropyrrolidin-3-yl]-2-(Deutero)methoxypyridine-3-carboxamide NC1=NC=NN2C1=C(C=C2C=2C=C(C(=NC2)OC[2H])C(=O)N[C@@H]2CN(C[C@@H]2F)C(=O)C2C(C2)(F)F)C(F)(F)F